CC1=C(C=CC(=N1)C(=O)N[C@H]1COCC1)N1CCNCC1 (R)-6-Methyl-5-(piperazin-1-yl)-N-(tetrahydrofuran-3-yl)pyridineamide